tris(diphenylmethylene-acetone) dipalladium (0) [Pd].[Pd].C1(=CC=CC=C1)C(C1=CC=CC=C1)=CC(C)=O.C1(=CC=CC=C1)C(C1=CC=CC=C1)=CC(C)=O.C1(=CC=CC=C1)C(C1=CC=CC=C1)=CC(C)=O